N-(2-chlorophenyl)-2-(3-(4-chlorophenyl)-6-oxopyridazin-1(6H)-yl)acetamide ClC1=C(C=CC=C1)NC(CN1N=C(C=CC1=O)C1=CC=C(C=C1)Cl)=O